CN(/C=C/C1=C(C=CC(=N1)N(C1CCN(CC1)CC(=O)OC(C)(C)C)C)[N+](=O)[O-])C tert-butyl (E)-2-(4-((6-(2-(dimethylamino)vinyl)-5-nitropyridin-2-yl)(methyl)amino)piperidin-1-yl)acetate